FC=1C=C(C=CC1)[C@@H]1N(CCC1)C=1C=CC=2N(N1)C(=CN2)C2=CC=CC(=N2)N2CCC(CC2)N(C)CC2=CC=C(C=C2)NC2C(NC(CC2)=O)=O 3-((4-(((1-(6-(6-((R)-2-(3-fluorophenyl)pyrrolidin-1-yl)imidazo[1,2-b]pyridazin-3-yl)pyridin-2-yl)piperidin-4-yl)(methyl)amino)methyl)phenyl)amino)piperidine-2,6-dione